2-chloro-5-cyclopropyl-4-((4-methoxybenzyl)oxy)pyrimidine ClC1=NC=C(C(=N1)OCC1=CC=C(C=C1)OC)C1CC1